C1(CC1)CN1N=CC(=C1)C1=CC(=CC(=N1)N1CC2(C=3C=NC(=CC31)NC(C)=O)CC2)C N-(1'-(6-(1-(cyclopropylmethyl)-1H-pyrazol-4-yl)-4-methylpyridin-2-yl)-1',2'-dihydrospiro[cyclopropane-1,3'-pyrrolo[3,2-c]pyridin]-6'-yl)acetamide